3,4-dihydroxyphenylpropene OC=1C=C(C=CC1O)C=CC